(E)-ethyl 4-(((Z)-(amino(3-methyloxetan-3-yl)methylene)amino)oxy)-4-oxobut-2-enoate N\C(\C1(COC1)C)=N/OC(/C=C/C(=O)OCC)=O